[Na+].[Na+].C(CN(CC(=O)[O-])CC(=O)[O-])N(CC(=O)O)CC(=O)O ethylenediaminetetraacetate disodium salt